1-(5-chloro-1-(1-cyclopropyl-1H-pyrazol-4-yl)-1H-indazol-6-yl)-3-fluoropiperidin-4-amine ClC=1C=C2C=NN(C2=CC1N1CC(C(CC1)N)F)C=1C=NN(C1)C1CC1